CC=1N(C=CN1)[C@@H](C)C1=CC=C(C=C1)NC(CC[C@@H]1OCCC1)=O |o1:18| N-(4-((S)-1-(2-methyl-1H-imidazol-1-yl)ethyl)phenyl)-3-((R*)-tetrahydrofuran-2-yl)propanamide